CN(C1CC2=CC=3CCCC3C(=C2C1)NC(=O)N=S(=O)(N)C=1C=NN2C1OCCC2)C N'-((2-(dimethylamino)-1,2,3,5,6,7-hexahydro-s-indacen-4-yl)carbamoyl)-6,7-dihydro-5H-pyrazolo[5,1-b][1,3]oxazine-3-sulfonimidamide